NC1=NC(=C(C=C1C=1C=C2CCNC(C2=CC1)=O)C1=CC(=C(C=C1)OC1CCN(CC1)CCOC)C(F)(F)F)F 6-(2-amino-6-fluoro-5-(4-((1-(2-methoxyethyl)piperidin-4-yl)oxy)-3-(trifluoromethyl)phenyl)pyridin-3-yl)-3,4-dihydroisoquinolin-1(2H)-one